CN1N=C2[C@@H](N(CCC2=C1C1=NN(C(=C1)C(F)(F)F)C)C(=O)C=1C=C2C=CC(=NC2=C(C1)C)C)C (S)-(2,7-dimethyl-3-(1-methyl-5-(trifluoromethyl)-1H-pyrazol-3-yl)-2,4,5,7-tetrahydro-6H-pyrazolo[3,4-c]pyridin-6-yl)(2,8-dimethylquinolin-6-yl)methanone